ClCCNS(=O)(=O)C1=CC=C(C=C1)OC1=CC=CC=C1 N-(2-chloroethyl)-4-phenoxybenzenesulfonamide